C1(CCCCC1)NC1=C(C=C(C=C1)S(=O)(=O)NC)C=1N=NN(N1)CCF 4-(cyclohexylamino)-3-(2-(2-fluoroethyl)-2H-tetrazol-5-yl)-N-methylbenzenesulfonamide